F[C@@H](C[C@@H](C)[C@H]1CC[C@@H]2CCCC[C@@]12C)CC(C)(C)OCOC (1R,3aS,7aR,E)-1-[(2R,4S)-4-Fluoro-6-(methoxymethoxy)-6-methylheptan-2-yl]-7a-methyloctahydro-4H-inden